N-[[1-[(4-hydroxy-3,3-dimethylpiperidin-1-yl)methyl]cyclobutyl]methyl]-4,5,6,7,8,9-hexahydrocycloocta[b]thiophene-2-carboxamide OC1C(CN(CC1)CC1(CCC1)CNC(=O)C1=CC2=C(S1)CCCCCC2)(C)C